Cl.BrCCO[C@@H]1CC[C@H](CC1)N1C(N(C(C1(C)C)=O)C=1C=C(C(=NC1)C#N)C(F)(F)F)=S 5-(3-(trans-4-(2-Bromoethoxy)cyclohexyl)-4,4-dimethyl-5-oxo-2-thioxoimidazolidin-1-yl)-3-(trifluoromethyl)picolinonitrile hydrochloride